3-(dichloromethyl)benzyl isocyanate ClC(C=1C=C(CN=C=O)C=CC1)Cl